4-((6,7-Dimethoxyquinolin-4-yl)oxy)-3-fluorobenzoic acid COC=1C=C2C(=CC=NC2=CC1OC)OC1=C(C=C(C(=O)O)C=C1)F